C(C)(C)(C)OC(=O)N1CC=C(CC1)C=1C=C2C(=CNC2=CC1)CC1CC1 4-(3-Cyclopropylmethyl-1H-indol-5-yl)-5,6-dihydropyridine-1(2H)-carboxylic acid tert-butyl ester